C1(=CC=CC=C1)C1=NC(=NC(=N1)C1=CC=CC=C1)C=1C(=C(C#N)C(=C(C1)N1C2=C(C3=CC=CC=C13)C=CC=N2)N2C1=C(C3=CC=CC=C23)C=CC=N1)N1C2=C(C3=CC=CC=C13)C=CC=N2 3-(4,6-diphenyl-1,3,5-triazin-2-yl)-2,5,6-tris(9H-pyrido[2,3-b]indol-9-yl)benzonitrile